3-methyl-2-oxopentanamide bis(p-sulfonylphenyl)phenylphosphonate dihydrate dipotassium salt [K+].[K+].O.O.S(=O)(=O)=C1CC=C(C=C1)OP(OC1=CCC(C=C1)=S(=O)=O)(=O)C1=CC=CC=C1.CC(C(C(=O)[NH-])=O)CC.CC(C(C(=O)[NH-])=O)CC